2-chloro-5-(((E)-2-((E)-1-nitro-3-(1H-pyrrol-2-yl)allylidene)imidazolidin-1-yl)methyl)pyridine ClC1=NC=C(C=C1)CN1/C(/NCC1)=C(\C=C\C=1NC=CC1)/[N+](=O)[O-]